6-chloro-7-(5,7-dihydro-6H-pyrrolo[3,4-b]pyridin-6-yl)-1-(4-methyl-6-((2-(piperidin-1-yl)ethyl)amino)-pyridin-3-yl)-4-oxo-1,4-dihydro-1,8-naphthyridine-3-carboxylic acid ClC=1C=C2C(C(=CN(C2=NC1N1CC2=NC=CC=C2C1)C=1C=NC(=CC1C)NCCN1CCCCC1)C(=O)O)=O